OC1=C2C(=CC(OC2=CC(=C1)O)=O)C 5,7-dihydroxy-4-methylcoumarin